N-(2-(1H-imidazol-4-yl)ethyl)cinnamamide N1C=NC(=C1)CCNC(C=CC1=CC=CC=C1)=O